(2-cyano-3-pyridyl)boronic acid C(#N)C1=NC=CC=C1B(O)O